3-fluoro-5-methyl-4-((1-methyl-1H-benzo[d][1,2,3]triazol-5-yl)oxy)aniline FC=1C=C(N)C=C(C1OC1=CC2=C(N(N=N2)C)C=C1)C